O=C1NC(CCC1NC=1C=C(C=NC1)F)=O 5-((2,6-dioxopiperidin-3-yl)amino)-3-fluoropyridin